3-[7-methoxy-5-(trifluoromethyl)imidazo[1,5-a]pyridin-3-yl]cyclobutanone COC1=CC=2N(C(=C1)C(F)(F)F)C(=NC2)C2CC(C2)=O